BrC=1C=C(C=CC1)C(C1=NN=CN1C)C1CC2(C1)OCCO2 3-((3-bromophenyl)(5,8-dioxaspiro[3.4]octan-2-yl)methyl)-4-methyl-4H-1,2,4-triazole